N-(3-chloro-5-methanesulfonylphenyl)-5-formyl-4-(pyridin-2-yl)thiophene-2-carboxamide ClC=1C=C(C=C(C1)S(=O)(=O)C)NC(=O)C=1SC(=C(C1)C1=NC=CC=C1)C=O